ethyl 6-bromo-4-oxo-1-((2,2,2-trifluoroethyl) amino)-1,4-dihydro-1,8-naphthyridine-3-carboxylate BrC=1C=C2C(C(=CN(C2=NC1)NCC(F)(F)F)C(=O)OCC)=O